[Cl-].CN1C=[N+](C2=C1C=CC=C2)CC2=CC=C(C=C2)C=C 3-methyl-1-(4-vinylbenzyl)-3H-benzoimidazol-1-ium chloride